1-(5-(difluoromethyl)-1,3,4-thiadiazol-2-yl)-N-(3-methyloxetan-3-yl)-1H-indazole-6-sulfonamide FC(C1=NN=C(S1)N1N=CC2=CC=C(C=C12)S(=O)(=O)NC1(COC1)C)F